(2R)-1-fluoropropan-2-ol FC[C@@H](C)O